C[C@H]1[C@@H](C[C@H]([C@@H](O1)OCCCCC(=O)O)O)O The molecule is an omega-hydroxy fatty acid ascaroside obtained by formal condensation of the alcoholic hydroxy group of 5-hydroxypentanoic acid with ascarylopyranose (the alpha anomer). It is a metabolite of the nematode Caenorhabditis elegans. It has a role as a Caenorhabditis elegans metabolite. It is a monocarboxylic acid and an omega-hydroxy fatty acid ascaroside. It derives from a 5-hydroxypentanoic acid. It is a conjugate acid of an oscr#9(1-).